FC=1C=C(C=CC1)N1C(C2=CC=CC=C2C(C1)C1=CC=CC=C1)=O (3-fluorophenyl)-4-phenyl-3,4-dihydroisoquinolin-1(2H)-one